The molecule is pentaanion of 2,3-didehydropimeloyl-CoA arising from deprotonation of phosphate, diphosphate and carboxylic acid functions. It is a conjugate base of a 2,3-didehydropimeloyl-CoA. CC(C)(COP(=O)([O-])OP(=O)([O-])OC[C@@H]1[C@H]([C@H]([C@@H](O1)N2C=NC3=C(N=CN=C32)N)O)OP(=O)([O-])[O-])[C@H](C(=O)NCCC(=O)NCCSC(=O)C=CCCCC(=O)[O-])O